OC=1C(=NC=C(C1)C1=CC(=NO1)C1=CC=CC=C1)C(=O)NCC(=O)O 3-Hydroxy-5-(3-phenylisoxazol-5-yl)picolinoyl-glycine